2-fluoro-6-isopropyl-N-(phenylcarbamoyl)nicotinamide (1,3-dioxoisoindolin-2-yl)(1S,2S)-2-(5-chloro-3-pyridyl)cyclopropanecarboxylate O=C1N(C(C2=CC=CC=C12)=O)[C@@]1([C@@H](C1)C=1C=NC=C(C1)Cl)C(=O)O.FC1=C(C(=O)NC(NC2=CC=CC=C2)=O)C=CC(=N1)C(C)C